COC1=CC(=C(C=C1)N(C(OCC1=CN=C(N1C)[N+](=O)[O-])=O)C1=CC2=C(C=N1)N(C(N2C2CCOCC2)=O)C)C (1-Methyl-2-nitro-1H-imidazol-5-yl)methyl (4-methoxy-2-methylphenyl)(3-methyl-2-oxo-1-(tetrahydro-2H-pyran-4-yl)-2,3-dihydro-1H-imidazo[4,5-c]pyridin-6-yl)carbamate